((6-chloro-2,3-dihydrobenzofuran-5-yl)amino)-9-(2-isopropyl-4-methylpyridin-3-yl)-7-methyl-7,9-dihydro-8H-purin-8-one ClC1=CC2=C(CCO2)C=C1NC1=NC=C2N(C(N(C2=N1)C=1C(=NC=CC1C)C(C)C)=O)C